2-(1H-imidazol-1-yl)-5-(3-((E)-((1R,5S)-1-methyl-9-azabicyclo[3.3.1]nonan-3-ylidene)methyl)-1,2,4-triazin-6-yl)pyridin-4-ol N1(C=NC=C1)C1=NC=C(C(=C1)O)C1=CN=C(N=N1)/C=C\1/C[C@]2(CCC[C@@H](C1)N2)C